ClC1=CC(=NC(=C1)N1N=C(C=C1)C)NC1CCC(CC1)(F)F 4-chloro-N-(4,4-difluorocyclohexyl)-6-(3-methyl-1H-pyrazol-1-yl)pyridin-2-amine